ClC=1C=C(C=CC1)N1C(N(C(C=2C=NC=3C(=CC=CC3C21)OC)=O)[C@H]2CC[C@H](CC2)C(=O)O)=O cis-4-[1-(3-chlorophenyl)-7-methoxy-2,4-dioxo-pyrimido[5,4-c]quinolin-3-yl]cyclohexanecarboxylic acid